C(C1=CC=CC=C1)OC1=CC=C2[C@@H](C[C@@H](OC2=C1)C=1C=C(C(=O)O)C=CC1)NC(=O)C1(CC1)C1=CC2=C(OC(O2)(F)F)C=C1 3-[(2r,4r)-7-(benzyloxy)-4-({[1-(2,2-difluoro-1,3-benzodioxol-5-yl)cyclopropyl]carbonyl}amino)-3,4-dihydro-2H-chromen-2-yl]benzoic acid